O=C1NC(CCC1N1C(C2=CC=CC(=C2C1=O)NCCOCCOCC(=O)OC(C)(C)C)=O)=O tert-butyl 2-[2-[2-[[2-(2,6-dioxo-3-piperidyl)-1,3-dioxo-isoindolin-4-yl]amino]ethoxy]ethoxy]acetate